(but-2-yn-1-yl)-7-((2S,5R)-5-ethyl-2-methylpiperazin-1-yl)-4-methyl-2,4-dihydro-5H-pyrazolo[4,3-b]pyridin-5-one C(C#CC)N1N=C2C(N(C(C=C2N2[C@H](CN[C@@H](C2)CC)C)=O)C)=C1